N[C@H](C(=O)O)CCC1=CC(=C(C=C1)OC(F)F)F (2S)-2-amino-4-[4-(difluoromethoxy)-3-fluoro-phenyl]butanoic acid